dicyclopentadiene diformate cobalt [Co+2].C(=O)[O-].C(=O)[O-].C1=CC=CC1.C1=CC=CC1